ClC1=CC=C(C(=N1)C1=CC2=C(N(C(OC2)=O)CC(C(F)(F)F)(F)F)C=N1)S(=O)(=O)CC 6-(6-chloro-3-ethylsulfonyl-2-pyridyl)-1-(2,2,3,3,3-pentafluoropropyl)-4H-pyrido[3,4-d][1,3]oxazin-2-one